(S)-5,5-dimethyl-3-(1'-(methylsulfonyl)spiro[cyclopropane-1,3'-indolin]-6'-yl)-1-((2-((tetrahydrofuran-3-yl)amino)pyridin-4-yl)methyl)imidazolidine-2,4-dione CC1(C(N(C(N1CC1=CC(=NC=C1)N[C@@H]1COCC1)=O)C1=CC=C2C3(CN(C2=C1)S(=O)(=O)C)CC3)=O)C